N-(6-fluoropyridin-3-yl)-2-{[2-(4-methoxypyridin-2-yl)-5H,6H,7H-cyclopenta[d]pyrimidin-4-yl](methyl)amino}acetamide FC1=CC=C(C=N1)NC(CN(C)C=1C2=C(N=C(N1)C1=NC=CC(=C1)OC)CCC2)=O